3-chloro-N-(1-((2-chlorobenzyl)oxy)-2-methylpropan-2-yl)-1-methyl-1H-pyrrolo[2,3-b]pyridine-5-carboxamide ClC1=CN(C2=NC=C(C=C21)C(=O)NC(COCC2=C(C=CC=C2)Cl)(C)C)C